1-pentadecanoyl-2-dodecanoyl-glycero-3-phospho-(1'-sn-glycerol) CCCCCCCCCCCCCCC(=O)OC[C@H](COP(=O)(O)OC[C@H](CO)O)OC(=O)CCCCCCCCCCC